C(CCC)C1CC2C(C3=CC=C(C=C3C(C2CC1)=O)C)=O 2-butyl-6-methyl-1,2,3,4,4a,9a-hexahydroanthraquinone